6-(cyclopropylformyl)-N-(methyl-d3)pyridazine-3-carboxamide C1(CC1)C(=O)C1=CC=C(N=N1)C(=O)NC([2H])([2H])[2H]